bis(3,4-dicarboxyphenyl)propane C(=O)(O)C=1C=C(C=CC1C(=O)O)C(C)(C)C1=CC(=C(C=C1)C(=O)O)C(=O)O